5-bromo-3-(ethylsulfonyl)-N-(8-(methylamino)-5-(trifluoromethyl)-[1,2,4]triazolo[1,5-a]pyridin-7-yl)picolinamide BrC=1C=C(C(=NC1)C(=O)NC1=C(C=2N(C(=C1)C(F)(F)F)N=CN2)NC)S(=O)(=O)CC